OC1C[C@@H]2COC[C@H](C1)N2C(=O)OC(C)(C)C tert-butyl (1S,5R)-7-hydroxy-3-oxa-9-azabicyclo[3.3.1]nonane-9-carboxylate